2-Dicyclohexylphosphino-2',4',6'-tri-i-propyl-3,6-diMethoxy-1,1'-biphenyl C1(CCCCC1)P(C1=C(C(=CC=C1OC)OC)C1=C(C=C(C=C1C(C)C)C(C)C)C(C)C)C1CCCCC1